4,4-dimethyl-4,5-dihydro-1H-imidazole-5-carboxylic acid CC1(N=CNC1C(=O)O)C